tert-butyl 4-[4-[[(2S)-1-[4-[[2-(methoxycarbonylamino)-4-methyl-1,3-thiazol-5-yl] sulfonyl] piperazin-1-yl] prop-2-yl] amino] quinazolin-8-yl]-3,5-dimethylpyrazole-1-carboxylate COC(=O)NC=1SC(=C(N1)C)S(=O)(=O)N1CCN(CC1)C[C@H](C)NC1=NC=NC2=C(C=CC=C12)C=1C(=NN(C1C)C(=O)OC(C)(C)C)C